tri(propyl) borate B(OCCC)(OCCC)OCCC